C(C)(C)C1=C(C=CC=C1)C1=NC=C(C(=N1)N(CC1=CC=C(C=C1)C1=NC=CC=C1)C)OC 2-(2-isopropylphenyl)-5-methoxy-N-methyl-N-(4-(pyridin-2-yl)benzyl)pyrimidin-4-amine